ClC=1C=C(C=CC1F)C=1N=CN(C1C=1C=CC=2N(C1)C(=CN2)C#N)CCCF 6-(4-(3-chloro-4-fluorophenyl)-1-(3-fluoropropyl)-1H-imidazol-5-yl)imidazo[1,2-a]pyridine-3-carbonitrile